methylenedibenzoyl chloride C(C1=C(C(=O)Cl)C=CC=C1)C1=C(C(=O)Cl)C=CC=C1